ClC1=C(N=C(S1)NC([C@H](C1=CC=C(C=C1)C=1N=NN(N1)C)[C@H]1CC(CC1)(F)F)=O)C (S)-N-(5-chloro-4-methylthiazol-2-yl)-2-((R)-3,3-difluorocyclopentyl)-2-(4-(2-methyl-2H-tetrazol-5-yl)phenyl)acetamide